BrC1=C(COCCCO)C=CC(=C1F)Cl 3-((2-bromo-4-chloro-3-fluorobenzyl)oxy)propan-1-ol